FC(C(=O)O)(F)F.N12CCC(CC1)C2CC2=C(CNC=1C=C(C(=NC1C)S(=O)(=O)NC=1N=CSC1)F)C(=CC=C2)F 5-((2-((azabicyclo[2.2.1]hept-7-yl)methyl)-6-fluorobenzyl)amino)-3-fluoro-6-methyl-N-(thiazol-4-yl)pyridine-2-sulfonamide trifluoroacetate salt